FC1(CC(CNC1)CN1C(C2=CC=CC=C2C1=O)=O)F 2-[(5,5-difluoro-3-piperidinyl)methyl]isoindoline-1,3-dione